N1(CCC1)C(=O)OCCOC1=CC2=C(OC[C@@H](C(N2C)=O)N)C=C1 (S)-2-((3-amino-5-methyl-4-oxo-2,3,4,5-tetrahydrobenzo[b][1,4]oxazepin-7-yl)oxy)ethyl azetidine-1-carboxylate